(3S)-3-(4-{[4-(2-methoxyethoxy)piperidin-1-yl]methyl}phenyl)-2,3-dihydro[1,4]dioxino[2,3-b]pyridine COCCOC1CCN(CC1)CC1=CC=C(C=C1)[C@H]1COC=2C(=NC=CC2)O1